FC=1C=CC(=C(C1)B(O)O)[N+](=O)[O-] 5-FLUORO-2-NITROBENZENEBORONIC ACID